(2-amino-5-(trifluoromethyl)furan-3-yl)(2-methoxyphenyl)methanone NC=1OC(=CC1C(=O)C1=C(C=CC=C1)OC)C(F)(F)F